3-(3-Chloro-4-methoxyphenyl)-1-(8,9-difluoro-6-oxo-1,4,5,6-tetrahydro-2H-pyrano[3,4-c]isoquinolin-1-yl)-1-methylurea ClC=1C=C(C=CC1OC)NC(N(C)C1COCC=2NC(C=3C=C(C(=CC3C21)F)F)=O)=O